(S)-1-(2-(2-(4-Carboxy-4-hydroxypiperidin-1-yl)ethoxy)-5-chloro-4-((3-(2,3-dihydrobenzo[b][1,4]dioxin-6-yl)-2-methylbenzyl)oxy)benzyl)piperidine-2-carboxylic acid C(=O)(O)C1(CCN(CC1)CCOC1=C(CN2[C@@H](CCCC2)C(=O)O)C=C(C(=C1)OCC1=C(C(=CC=C1)C1=CC2=C(OCCO2)C=C1)C)Cl)O